FC(C(=O)NNC(=O)C1=CN=C(S1)NC1(CC1)C1=C(C=CC=C1F)F)F N'-(2,2-difluoroacetyl)-2-((1-(2,6-difluorophenyl)cyclopropyl)amino)thiazole-5-carbohydrazide